C(CCCCCCC)OC(\C=C/C(=O)OCCCCCCCC)=O maleic acid di-Octyl ester